5-[(5-methylthiophene-2-yl)sulfonylamino]-1,3-thiazole-4-carboxylic acid CC1=CC=C(S1)S(=O)(=O)NC1=C(N=CS1)C(=O)O